ClC=1C=C(CNC2=C3N=CN(C3=NC(=N2)C=2C=NC=C(C2)Cl)[C@H]2[C@@H]([C@@H]([C@H](O2)C(=O)NCC)O)O)C=CC1 (2S,3S,4R,5R)-5-(6-(3-chlorobenzylamino)-2-(5-chloropyridin-3-yl)-9H-purin-9-yl)-N-ethyl-3,4-dihydroxyltetrahydrofuran-2-carboxamide